C(#N)C=1C(=NC(=C(C1CC)C#N)N1C[C@@H](CC1)N(C)C)SC(C(=O)N)C1=CC=CC=C1 2-((3,5-dicyano-6-((R)-3-(dimethylamino)pyrrolidin-1-yl)-4-ethylpyridin-2-yl)thio)-2-phenylacetamide